BrC1=C2C=C(NC2=C(C(=C1)Cl)F)C(=O)N1CCN(CC1)C1=NC=C(C=C1OC)F (4-bromo-6-chloro-7-fluoro-1H-indol-2-yl)-[4-(5-fluoro-3-methoxy-2-pyridyl)piperazin-1-yl]methanone